Ethyl 2-(4-(((4-(4-bromophenyl)-5-oxo-4,5-dihydro-1H-1,2,4-triazol-1-yl)methyl)thio)-2-chlorophenoxy)-acetate BrC1=CC=C(C=C1)N1C=NN(C1=O)CSC1=CC(=C(OCC(=O)OCC)C=C1)Cl